(R)-2-(2-(1H-indole-3-carbonyl)pyrrolidin-1-yl)-1-phenyl-2λ2-ethan-1-one N1C=C(C2=CC=CC=C12)C(=O)[C@@H]1N(CCC1)[C]C(=O)C1=CC=CC=C1